ClC1=C(C=CC(=C1)N1C=NC(=C1)C1=CC=C(C=C1)OC(F)(F)F)NC(=O)\N=C\1/SCC(N1C1=C(C=CC(=C1)N(C)C)COC)=O (Z)-1-(2-chloro-4-(4-(4-(trifluoromethoxy)phenyl)-1H-imidazol-1-yl)phenyl)-3-(3-(5-(dimethylamino)-2-(methoxymethyl)phenyl)-4-oxothiazolidin-2-ylidene)urea